FC(C(=O)O)(F)F.FC(C(=O)O)(F)F.C1NCC12CC(C2)C(C)OC=2C(C=C(OC2)CN2CC1=CC=CC=C1CC2)=O 5-(1-(2-Azaspiro-[3.3]heptan-6-yl)ethoxy)-2-((3,4-dihydroisoquinolin-2(1H)-yl)-methyl)-4H-pyran-4-one bis-trifluoroacetate